OC1=C(C=C(C(=C1)C)C(C)(C)C1=CC(=C(C=C1C)O)C1CCCCC1)C1CCCCC1 2,2-bis(4-hydroxy-3-cyclohexyl-6-methylphenyl)propane